pyrazolo-[1,5-a]pyridine-2,3-diamine N1=C(C(=C2N1C=CC=C2)N)N